6-(3-(((6-methoxypyridin-3-yl)methyl)-3,6-diazabicyclo[3.1.1]heptan-6-yl)pyridin-3-yl)-1H-pyrazolo[3',4':3,4]pyrazolo[1,5-a]pyridine COC1=CC=C(C=N1)CC12CNCC(N1C1(CN=CC=C1)C=1C=CC=3N(C1)N=C1C3C=NN1)C2